6-[4-chloro-3-(difluoromethoxy)phenyl]-1-[2-(3-fluoroazetidin-1-yl)-2-oxo-ethyl]-3-methyl-imidazo[4,5-b]pyridin-2-one ClC1=C(C=C(C=C1)C=1C=C2C(=NC1)N(C(N2CC(=O)N2CC(C2)F)=O)C)OC(F)F